(S)-1-hydroxy-1-phenylpropanol OC(CC)(O)C1=CC=CC=C1